OC=CO 1,2-Di-hydroxyethylen